bis(diphenylphosphanyl)ferrocene C1(=CC=CC=C1)P(C1=CC=CC=C1)[C-]1C=CC=C1.[C-]1(C=CC=C1)P(C1=CC=CC=C1)C1=CC=CC=C1.[Fe+2]